N'-acetyl-7-chloro-6-(3-fluoro-2-pyridyl)-4-methyl-8-(trifluoromethyl)-4H-[1,2,4]triazolo[1,5-a][1,4]benzodiazepine-2-carbohydrazide C(C)(=O)NNC(=O)C1=NN2C(C(N=C(C3=C2C=CC(=C3Cl)C(F)(F)F)C3=NC=CC=C3F)C)=N1